methylene-3-(3',5'-di-t-butyl-4'-hydroxyphenyl)propionate C=C(C(=O)[O-])CC1=CC(=C(C(=C1)C(C)(C)C)O)C(C)(C)C